(5S)-5-[(3-chloro-4-fluoro-phenyl)-methyl-carbamoyl]-2-oxo-imidazolidine-1-carboxylic acid benzyl ester C(C1=CC=CC=C1)OC(=O)N1C(NC[C@H]1C(N(C)C1=CC(=C(C=C1)F)Cl)=O)=O